FC(C1=CC=C(C=C1)C=1C2=C(C(N(C1)C)=O)N(C=C2)S(=O)(=O)CC2=CC=CC=C2)(F)F 4-(4-Trifluoromethylphenyl)-6-methyl-1-toluenesulfonyl-1,6-dihydro-7H-pyrrolo[2,3-c]pyridin-7-one